3-Nitro-D-phenylalanine [N+](=O)([O-])C=1C=C(C[C@@H](N)C(=O)O)C=CC1